O=C1NCC2=CC(=CC=C12)NC1=NNC(=C1)[C@@H]1C[C@@H](CC1)OC(O)=O.C(OC1=CC=C(C=C1)[N+](=O)[O-])(O)=O E-4-nitrophenyl carbonate ((1R,3S)-3-(3-((1-oxoisoindolin-5-yl)amino)-1H-pyrazol-5-yl)cyclopentyl)carbonate